FC=1C=NN2C1C(NC1=CC(=CC=C21)CO)=O 3-fluoro-7-(hydroxymethyl)pyrazolo[1,5-a]quinoxaline-4(5H)-one